ClC=1C(=NC=CC1)OC[C@@H]1N(C(CC1)=O)C1=CC=C2C(C(=CN(C2=C1)C=1C=NC(=CC1)N1CC(C1)N(C)C)C(=O)O)=O (R)-7-(2-(((3-chloropyridin-2-yl)oxy)methyl)-5-oxopyrrolidin-1-yl)-1-(6-(3-(dimethyl-amino)azetidin-1-yl)pyridin-3-yl)-4-oxo-1,4-dihydro-quinoline-3-carboxylic acid